O[C@H](COC=1C=C(C=CC1)S(=O)(=O)NC)CNC1COC2(C1)CCN(CC2)S(=O)(=O)C=2SC(=CC2)C2=CC=CC=C2 3-((2S)-2-hydroxy-3-(8-(5-phenylthiophen-2-ylsulfonyl)-1-oxa-8-azaspiro[4.5]decan-3-ylamino)propoxy)-N-methylbenzenesulfonamide